C(C)(C)(C)OC(N[C@@H]1C[C@@H](CC1)OC1=C(C(=C(C=C1)C)OC)C1=CC(=NN1)N)=O ((1S,3R)-3-(2-(3-amino-1H-pyrazol-5-yl)-3-methoxy-4-methylphenoxy)cyclopentyl)carbamic acid tert-butyl ester